BrC=1C=CC(=C(C1)C#N)N1CCN(CCC1)C 5-bromo-2-(4-methyl-1,4-diazepan-1-yl)benzene-1-carbonitrile